bis((isopropylsulfinyl)oxy)zinc C(C)(C)S(=O)O[Zn]OS(=O)C(C)C